CN(C1CC(CCC1)=O)C 3-(dimethylamino)cyclohexan-1-one